[C@H]12CN(C[C@H](CC1)N2)C=2C1=C(N=C(N2)OCC23CCCN3CC(C2)F)CN(CC1)C1=CC=CC2=CC=CC(=C12)CC 4-((1R,5S)-3,8-diazabicyclo[3.2.1]octan-3-yl)-7-(8-ethylnaphthalen-1-yl)-2-((2-fluorotetrahydro-1H-pyrrolizin-7a(5H)-yl)methoxy)-5,6,7,8-tetrahydropyrido[3,4-d]pyrimidine